(S)-N-(3-(3,5-dimethylisoxazol-4-yl)-4-(2-(3-methoxypyrrolidin-1-yl)ethoxy)phenyl)cyclopropanecarboxamide CC1=NOC(=C1C=1C=C(C=CC1OCCN1C[C@H](CC1)OC)NC(=O)C1CC1)C